3,4,4-trimethyl-2-pentene-1-aldehyde CC(=CC=O)C(C)(C)C